C(#N)C=1C=C(C=NC1)COC1=C(CN[C@H](CO)C(=O)O)C=C(C(=C1)NCC=1C(=C(C=CC1)C1=CC=CC=C1)C)C (2-((5-Cyanopyridin-3-yl)methoxy)-5-methyl-4-(((2-methyl-[1,1'-biphenyl]-3-yl)methyl)amino)benzyl)-D-serine